5-Amino-3-(4-(2-((3-(4-(difluoromethoxy)phenyl)isoxazol-5-yl)amino)-2-oxoethyl)phenyl)-1-isopropyl-1H-pyrazole-4-carboxamide NC1=C(C(=NN1C(C)C)C1=CC=C(C=C1)CC(=O)NC1=CC(=NO1)C1=CC=C(C=C1)OC(F)F)C(=O)N